C(C(C)(C)C)[SiH](O[Si](C)(C)O[Si](C)(C)C)O[SiH](C)C neopentyl-(dimethylsilyloxy)[(trimethylsiloxy)dimethylsiloxy]silane